(3-chloro-6-(difluoromethyl)-2-fluorophenyl)-3-methylpyrazine-2-carboxylic acid ClC=1C(=C(C(=CC1)C(F)F)C=1N=C(C(=NC1)C(=O)O)C)F